IC[C@@]12O[C@H](CC[C@@H]1O[C@H](C2)CCC=O)C[C@H](C(=C)OS(=O)(=O)C(F)(F)F)C (R)-Trifluoromethanesulfonic acid 4-((2S,3aS,5R,7aS)-3a-(iodomethyl)-2-(3-oxopropyl) hexahydro-2H-furo[3,2-b]pyran-5-yl)-3-methylbut-1-en-2-yl ester